COC1=CC=C2C3=C(NC2=C1)CN(CC3)C 7-methoxy-2-methyl-2,3,4,9-tetrahydro-1H-pyrido[3,4-b]indole